C1(CC1)C(=O)N1CCC2=CC(=CC=C12)C=1N=C(SC1C)N 4-(1-cyclopropanecarbonyl-2,3-dihydro-1H-indol-5-yl)-5-methyl-1,3-thiazol-2-amine